N,N-Dimethylaminomethylphenol CN(C)CC1=C(C=CC=C1)O